Cl.NC1CC(CC1)(O)C(F)(F)F 3-amino-1-(trifluoromethyl)cyclopentane-1-ol hydrochloride